4-cyclopropyl-2-(3-((1s,3S)-3-methyl-1-(4-methyl-4H-1,2,4-triazol-3-yl)cyclobutyl)phenyl)-6-(((R)-2-methylmorpholino)methyl)-2,3-dihydro-1H-pyrrolo[3,4-c]pyridin-1-one C1(CC1)C1=NC(=CC2=C1CN(C2=O)C2=CC(=CC=C2)C2(CC(C2)C)C2=NN=CN2C)CN2C[C@H](OCC2)C